tert-butyl 6-(6-(7-((4-methyl-3-(methylsulfonyl)benzamido)methyl)-1,6-naphthyridin-2-yl)pyridin-2-yl)-5-oxo-2,6-diazaspiro[3.4]octane-2-carboxylate CC1=C(C=C(C(=O)NCC2=NC=C3C=CC(=NC3=C2)C2=CC=CC(=N2)N2C(C3(CN(C3)C(=O)OC(C)(C)C)CC2)=O)C=C1)S(=O)(=O)C